7-[3-(methoxyamino)azetidin-1-yl]-5-methyl-4-oxo-1-(1,3-thiazol-2-yl)-1,4-dihydro-1,8-naphthyridine-3-carboxylic acid CONC1CN(C1)C1=CC(=C2C(C(=CN(C2=N1)C=1SC=CN1)C(=O)O)=O)C